(S)-tetrahydrofurancarboxylic acid O1[C@@H](CCC1)C(=O)O